5-cyclopentylpyridine-2-carbohydrazide C1(CCCC1)C=1C=CC(=NC1)C(=O)NN